C(C)(C)(C)OC(=O)N1CC(C1)C(=O)C12CC(C1)(C2)C2=CC=C(C=C2)S(=O)(=O)C(F)(F)F 3-[3-[4-(trifluoromethylsulfonyl)phenyl]-1-bicyclo[1.1.1]pentanoyl]azetidine-1-carboxylic acid tert-butyl ester